((2R,3S,5R)-5-(4-amino-2-chloro-7H-pyrrolo[2,3-d]pyrimidin-7-yl)-3-hydroxy-2-methyltetrahydrofuran-2-yl)methyl picolinate N1=C(C=CC=C1)C(=O)OC[C@]1(O[C@H](C[C@@H]1O)N1C=CC2=C1N=C(N=C2N)Cl)C